3-chloro-5-nitro-2-(4-(oxetan-3-yl)-1H-1,2,3-triazol-1-yl)pyridine ClC=1C(=NC=C(C1)[N+](=O)[O-])N1N=NC(=C1)C1COC1